N1N=C(C=C1)C(=O)N 1H-PYRAZOLE-3-AMIDE